N-(2-(4-amino-2-((6-(4-methylpiperazin-1-yl)pyridin-3-yl)amino)quinazolin-8-yl)pyridin-4-yl)propynamide NC1=NC(=NC2=C(C=CC=C12)C1=NC=CC(=C1)NC(C#C)=O)NC=1C=NC(=CC1)N1CCN(CC1)C